1-(4-methoxyphenyl)-3-[1-(4-methoxyphenyl)-5-(3-methyl-4-phenoxyphenyl)-4-(methylsulfonyl)-6-oxo-1,2,5,6-tetrahydro-1,3,5-triazin-2-ylidene]urea COC1=CC=C(C=C1)NC(=O)N=C1N(C(N(C(=N1)S(=O)(=O)C)C1=CC(=C(C=C1)OC1=CC=CC=C1)C)=O)C1=CC=C(C=C1)OC